ethylenediamine, hydrobromide Br.C(CN)N